6-(aminomethyl)-3-(((tert-butoxycarbonyl)(cyclobutylmethyl)amino)methyl)-1H-indole-1-carboxylic acid tert-butyl ester C(C)(C)(C)OC(=O)N1C=C(C2=CC=C(C=C12)CN)CN(CC1CCC1)C(=O)OC(C)(C)C